4-hydroxyphenylmethylethylsulfonium ethyl-sulfate C(C)OS(=O)(=O)[O-].OC1=CC=C(C=C1)C[SH+]CC